C(CCCCCCCCCCCCCCC)PCCPCCCCCCCCCCCCCCCC 1,2-bis(hexadecylphosphino)ethane